5-chloro-2-(2-fluoro-4-pyridinyl)-4-[(3R)-3-(methylamino)-1-piperidinyl]-1H-pyrimidin-6-one ClC1=C(N=C(NC1=O)C1=CC(=NC=C1)F)N1C[C@@H](CCC1)NC